C(=O)(O)CC1C(C(CC1C(=O)O)C(=O)O)C(=O)O 1-carboxymethyl-2,3,5-cyclopentanetricarboxylic acid